CC1=NC=C(C=C1NC(=O)C=1C=C2C(=NC1)NC(=C2)C=2C=NNC2)NC(CN2[C@H](CCC2)C)=O (S)-N-(2-methyl-5-(2-(2-methylpyrrolidin-1-yl)acetamido)pyridin-3-yl)-2-(1H-pyrazol-4-yl)-1H-pyrrolo[2,3-b]pyridine-5-carboxamide